C[N+]1=C(C=CC=C1)C=CC1=CC(=CC=C1)C=O 1-methyl-2-(m-formylstyryl)pyridinium